C(C1CO1)C(C(=O)O)(CCCC(=O)O)CC1CO1.C(C1CO1)OC(CCCCC(=O)OCC1CO1)=O adipic acid diglycidyl ester (bis(2,3-epoxypropyl) adipate)